C(C)OC(=O)C=1C=C(NC1C1=CC=CC=C1)C1=CC2=CC=CC=C2C=C1 (naphthalen-2-yl)-5-phenylAzole-4-carboxylic acid ethyl ester